(R/S)-(4-((5-(difluoromethyl)-2H-tetrazol-2-yl)(phenyl)methyl)piperidin-1-yl)(4-(5-(1-methyl-1H-pyrazol-4-yl)benzo[d]oxazol-2-yl)pyridin-2-yl)methanone FC(C=1N=NN(N1)[C@H](C1CCN(CC1)C(=O)C1=NC=CC(=C1)C=1OC2=C(N1)C=C(C=C2)C=2C=NN(C2)C)C2=CC=CC=C2)F |r|